COC1=C(N)C=CC=C1C#C[Si](C)(C)C 2-methoxy-3-[2-(trimethylsilyl)ethynyl]Aniline